2-(pyridin-2-yldisulfanyl)ethylamine hydrochloride Cl.N1=C(C=CC=C1)SSCCN